CC=1C=C(C=CC1NC1=NC=C(C(=N1)C=1C=NN(C1)C)C(F)(F)F)S(=O)(=O)CCCOC1CCC(CC1)C=O 4-[3-[3-Methyl-4-[[4-(1-methylpyrazol-4-yl)-5-(trifluoromethyl)pyrimidin-2-yl]amino]phenyl]sulfonylpropoxy]cyclohexanecarbaldehyde